O[C@@]1(CC[C@@]2([C@H]3C(C([C@@]4([C@H](CC[C@H]4[C@@H]3CC[C@@H]2C1)[C@@H](CCC(=O)O)C)C)O)O)C)C1=CC=C(C=C1)C1=CC=CC=C1 (4R)-4-[(3R,5R,8S,9S,10S,13R,14S,17R)-3,11,12-trihydroxy-10,13-dimethyl-3-(4-phenylphenyl)-1,2,4,5,6,7,8,9,11,12,14,15,16,17-tetradecahydrocyclopenta[a]phenanthren-17-yl]pentanoic acid